N-[2,5-difluoro-4-(trifluoromethyl)phenyl]-5-(1-methyl-2-oxopyridin-3-yl)-1H-pyrrole-3-sulfonamide FC1=C(C=C(C(=C1)C(F)(F)F)F)NS(=O)(=O)C1=CNC(=C1)C=1C(N(C=CC1)C)=O